1-(4-amino-1,3-dihydrofuro[3,4-c][1,7]naphthyridin-8-yl)-[(3S)-3-[4-(trifluoromethyl)phenyl]morpholin-4-yl]methanone NC1=NC=2C=NC(=CC2C2=C1COC2)C(=O)N2[C@H](COCC2)C2=CC=C(C=C2)C(F)(F)F